6-(5-Oxo-4-(4-(piperazin-1-ylmethyl)phenylamino)-5,6-dihydropyrimido[4,5-d]pyridazin-2-yl)-6-azaspiro[2.5]octan O=C1C2=C(C=NN1)N=C(N=C2NC2=CC=C(C=C2)CN2CCNCC2)N2CCC1(CC1)CC2